Ethyl (E)-oct-3-enoate C(C\C=C\CCCC)(=O)OCC